N-(2,5-dichloropyrimidin-4-yl)-4-methylnicotinamide ClC1=NC=C(C(=N1)NC(C1=CN=CC=C1C)=O)Cl